(R)-(4-(4-methylpyrazolo[1,5-a]pyridin-2-yl)-6,7-dihydro-1H-imidazo[4,5-c]pyridin-5(4H)-yl)(6-methylpyrazolo[1,5-a]pyridin-3-yl)methanone CC=1C=2N(C=CC1)N=C(C2)[C@@H]2N(CCC1=C2N=CN1)C(=O)C=1C=NN2C1C=CC(=C2)C